C(C)(C)(C)OC(=O)N(C1CN(C1)C1=CC(=CC(=N1)C(=O)OC)C)C Methyl 6-(3-((tert-butoxycarbonyl)(methyl)amino)azetidin-1-yl)-4-methylpicolinate